CN1N=CC(=C1CC1=CC(=NC=C1)NC([C@H](C1CCC(CC1)C)NC(=O)C1=CC=NN1C(C)C)=O)C N-((S)-2-((4-((1,4-dimethyl-1H-pyrazol-5-yl)methyl)pyridin-2-yl)amino)-1-((1r,4S)-4-methylcyclohexyl)-2-oxoethyl)-1-isopropyl-1H-pyrazole-5-carboxamide